C(CCCCCCCCC)OP(=O)(O)O.C(C=C)(=O)OC(C=C)=O acryloyl oxide decyldihydrogenphosphate